2-(4-(bromomethyl)phenyl)-5-methyl-1,3,4-oxadiazole BrCC1=CC=C(C=C1)C=1OC(=NN1)C